C(C1=CC=CC=C1)OC1=CC=CC(=N1)C1=CCC(CC1)CC(=O)O 2-(4-(6-(benzyloxy)pyridin-2-yl)cyclohex-3-en-1-yl)acetic acid